C[C@@H](C(=O)N1CC2(CC2)C[C@H]1C(=O)N[C@@H](C[C@H]1C(NCC1)=O)C(COC(F)(F)F)=O)CC(C)C (S)-5-((R)-2,4-dimethylpentanoyl)-N-((S)-3-oxo-1-((S)-2-oxopyrrolidin-3-yl)-4-(trifluoromethoxy)butan-2-yl)-5-azaspiro[2.4]heptane-6-carboxamide